P(OC1=CC=C(C=C1)CCCCCCCCC)([O-])=O.[Nd+3].C(CCCCCCCC)C1=CC=C(C=C1)OP([O-])=O.C(CCCCCCCC)C1=CC=C(C=C1)OP([O-])=O neodymium (p-nonylphenyl) phosphonate